OC1C(C=CC2=CC=CC=C12)OC(=O)N1C(C(C2=CC(=CC=C12)OC)C1=CC=CC=C1)=O (1-hydroxy-1,2-dihydronaphthalen-2-yl)-5-methoxy-2-oxo-3-phenylindoline-1-carboxylate